8-[(2S,5R)-2,5-dimethyl-4-{1-[5-(trifluoromethyl)pyridin-2-yl]ethyl}piperazin-1-yl]-5-methyl-6-oxo-5,6-dihydro-1,5-naphthyridine-2-carbonitrile C[C@@H]1N(C[C@H](N(C1)C(C)C1=NC=C(C=C1)C(F)(F)F)C)C1=CC(N(C=2C=CC(=NC12)C#N)C)=O